1-(2-(2-Benzyl-4,6-dimethylphenoxy)ethyl)-4-methylpiperazine dihydrochloride Cl.Cl.C(C1=CC=CC=C1)C1=C(OCCN2CCN(CC2)C)C(=CC(=C1)C)C